racemic-4-iodo-1-(1-phenylethyl)-1H-pyrazole IC=1C=NN(C1)[C@H](C)C1=CC=CC=C1 |r|